3-methoxy-7,7-dimethyl-9-phenyl-7H-benzo[c]fluorene-2,5-diol COC=1C(=CC2=C(C(=CC=3C(C=4C=C(C=CC4C23)C2=CC=CC=C2)(C)C)O)C1)O